C(CC)[Si](OC)(OC)OC propyl-tri(methoxy)silane